3-(4-chlorobenzyl)-5-fluoro-2-methyl-aniline ClC1=CC=C(CC=2C(=C(N)C=C(C2)F)C)C=C1